tert-butyl (1R,5S)-3-[[6-[7-pyrazol-1-yl-1-(2-trimethylsilyl ethoxymethyl)indazol-4-yl]-1,2,4-triazin-3-yl]amino]-9-azabicyclo[3.3.1]nonane-9-carboxylate N1(N=CC=C1)C=1C=CC(=C2C=NN(C12)COCC[Si](C)(C)C)C1=CN=C(N=N1)NC1C[C@H]2CCC[C@@H](C1)N2C(=O)OC(C)(C)C